N-(3-(4H-1,2,4-triazol-3-yl)phenyl)-3-methyl-5-oxo-1-phenyl-4,5-dihydro-1H-pyrazole-4-carboxamide N=1N=C(NC1)C=1C=C(C=CC1)NC(=O)C1C(=NN(C1=O)C1=CC=CC=C1)C